1-methyl-3,3-bis((((9Z,12Z)-octadec-9,12-dien-1-yl)oxy)methyl)azetidine CN1CC(C1)(COCCCCCCCC\C=C/C\C=C/CCCCC)COCCCCCCCC\C=C/C\C=C/CCCCC